FC(C)(F)C1=CN=CC(=N1)NC1=CC(=NC=C1C1=NC=C(C=N1)F)NC(C)=O N-(4-((6-(1,1-difluoroethyl)pyrazin-2-yl)amino)-5-(5-fluoropyrimidin-2-yl)pyridin-2-yl)acetamide